ClC1CCCC=2C(=NN(C12)C1=CC(=CC=C1)O[C@@H](C)C1=CC2=C(OC(O2)(F)F)C=C1)C(F)(F)F 7-chloro-1-(3-((S)-1-(2,2-difluorobenzo[d][1,3]dioxol-5-yl)ethoxy)phenyl)-3-(trifluoromethyl)-4,5,6,7-tetrahydro-1H-indazole